tert-butyl (2R,4R)-4-{(cyclopropanesulfonyl)[(4-methoxyphenyl)methyl]amino}-3,3-difluoro-2-{[(methanesulfonyl)oxy]methyl}pyrrolidine-1-carboxylate C1(CC1)S(=O)(=O)N([C@H]1C([C@H](N(C1)C(=O)OC(C)(C)C)COS(=O)(=O)C)(F)F)CC1=CC=C(C=C1)OC